(1R,3S)-3-[5-(5-{2-[2-(1,3-dioxolan-2-yl)-3-[(4-methoxyphenyl) methoxy]phenyl]ethyl}-2-methylpyrazole-3-amido)-2H-pyrazol-3-yl]cyclopentyl N-isopropyl-carbamate C(C)(C)NC(O[C@H]1C[C@H](CC1)C=1NN=C(C1)NC(=O)C=1N(N=C(C1)CCC1=C(C(=CC=C1)OCC1=CC=C(C=C1)OC)C1OCCO1)C)=O